2-Bromo-3-(but-3-en-1-yloxy)pyridine BrC1=NC=CC=C1OCCC=C